ClC1=CC(=C(C=C1)N(C(=O)C1=NC(=CN=C1)C=1C=NC(=CC1)C(F)(F)F)C)OC N-(4-chloro-2-methoxyphenyl)-N-methyl-6-(6-(trifluoromethyl)pyridin-3-yl)pyrazine-2-carboxamide